3-(4-(8-(5-cyclopropyl-2-ethoxy-4-(methoxycarbonyl)benzyl)-3-oxo-2,8-diazaspiro[4.5]decan-2-yl)benzamido)propane-1-sulfonic acid C1(CC1)C=1C(=CC(=C(CN2CCC3(CC(N(C3)C3=CC=C(C(=O)NCCCS(=O)(=O)O)C=C3)=O)CC2)C1)OCC)C(=O)OC